CC1(CCC2=NN=C(N21)C2=CC=CC(=N2)N2CC=1C(=NC(=CC1C2=O)N2[C@@H](COCC2)C)CNC)C (R)-2-(6-(5,5-dimethyl-6,7-dihydro-5H-pyrrolo[2,1-c][1,2,4]triazol-3-yl)pyridin-2-yl)-4-((methylamino)methyl)-6-(3-methylmorpholino)-2,3-dihydro-1H-pyrrolo[3,4-c]pyridin-1-one